ClC=1C=C(C=CC1OCC1=CC(=CC=C1)F)NC1=NC=NC2=CC=C(C=C12)I 4-[3-chloro-4-(3-fluorobenzyloxy)phenylamino]-6-iodoquinazoline